CC1=C(C(=CC(=C1)C)C)P(C1=CC=CC=C1)(C1=CC=CC=C1)=O 2,4,6-trimethylphenyl-diphenylphosphine oxide